1,3,2-dioxaphosphiran O1PO1